FC1([C@@H](CN(C1)C1COC1)NC1=NN2C(C(=N1)OC)=C(C=C2)C=2C=C(C1=C(N(C(=N1)C)CC(F)F)C2)F)F (R)-N-(4,4-difluoro-1-(oxetan-3-yl)pyrrolidin-3-yl)-5-(1-(2,2-difluoroethyl)-4-fluoro-2-methyl-1H-benzo[d]imidazol-6-yl)-4-methoxypyrrolo[2,1-f][1,2,4]triazin-2-amine